FC1=C(N=CC2=C1N=C(N=C2N2CCCCC2)OC[C@]21CCCN1C[C@@H](C2)F)N2CC(C1=CC=CC=C21)=O 1-[8-fluoro-2-{[(2R,7aS)-2-fluorotetrahydro-1H-pyrrolizin-7a(5H)-yl]methoxy}-4-(piperidin-1-yl)pyrido[4,3-d]pyrimidin-7-yl]-1,2-dihydro-3H-indol-3-one